BrC=1C=CC2=C(C(=NS2(=O)=O)Cl)C1 5-bromo-3-chloro-1,2-benzothiazole 1,1-dioxide